FC1=CC=C(C=C1)C1=NC=2C(=NC(=CC2)N2CC(C2)O)N1C1=CC=NC=C1 1-[2-(4-fluorophenyl)-3-(4-pyridyl)imidazo[4,5-b]pyridin-5-yl]azetidin-3-ol